FC1=CC=C(C=C1)C1=CC=C2N1C1=CC=CC=C1N=C2 1-(4-fluorophenyl)pyrrolo[1,2-a]quinoxaline